C(C)(C)(C)C=CCN tert-butylallylamine